ClC=1C=CC(=C(C1)C1=C2C(=NC(=C1)C)C(=CS2)C(=O)OC(C)(C)C)OCCN2C(=NC1=C(C2=O)C(=C(N=C1)OC1CC1)C#N)C tert-butyl 7-(5-chloro-2-(2-(5-cyano-6-cyclopropoxy-2-methyl-4-oxopyrido[3,4-d]pyrimidin-3(4H)-yl) ethoxy) phenyl)-5-methylthieno[3,2-b]pyridine-3-carboxylate